(S)-1'-(3-(1-(3,5-difluorophenyl)vinyl)-1H-pyrazolo[3,4-b]pyrazin-6-yl)-1,3-dihydrospiro[indene-2,4'-piperidine]-1-amine FC=1C=C(C=C(C1)F)C(=C)C1=NNC2=NC(=CN=C21)N2CCC1(CC2)[C@@H](C2=CC=CC=C2C1)N